[Mg].C1=CC=CC=2C(C3=CC=CC=C3C(C12)=O)=O Anthraquinone magnesium